ethylene n-propyl acrylate C(C=C)(=O)OCCC.C=C